2-amino-1-(3-methoxyphenyl)ethanone hydrochloride Cl.NCC(=O)C1=CC(=CC=C1)OC